5-(3-Chloro-2-fluoro-6-(1H-tetrazol-1-yl)phenyl)-2-(3-(difluoromethoxy)-1-(4-(2-(trifluoromethyl)pyridin-4-yl)-1H-pyrazol-1-yl)propyl)pyridine 1-oxide ClC=1C(=C(C(=CC1)N1N=NN=C1)C=1C=CC(=[N+](C1)[O-])C(CCOC(F)F)N1N=CC(=C1)C1=CC(=NC=C1)C(F)(F)F)F